OC(C(=O)O)(C)C 2-hydroxy-isobutyric acid